ethyl 3-amino-4-methyl-1H-pyrrole-2-carboxylate NC1=C(NC=C1C)C(=O)OCC